(R)-1-(4-chlorophenyl)-N-((1R,2R)-1-(8-fluoro-2,3-dihydrobenzo[b][1,4]dioxin-6-yl)-1-hydroxy-3-(pyrrolidin-1-yl)propan-2-yl)pyrrolidine-3-carboxamide ClC1=CC=C(C=C1)N1C[C@@H](CC1)C(=O)N[C@@H]([C@H](O)C1=CC2=C(OCCO2)C(=C1)F)CN1CCCC1